Indium-Gallium Phosphorus (R)-6-(2-amino-3-cyclopropoxypropyl)-7-bromo-N-(thiophen-2-ylmethyl)thieno[3,2-d][1,2,3]triazin-4-amine N[C@H](CC1=C(C=2N=NN=C(C2S1)NCC=1SC=CC1)Br)COC1CC1.[P].[Ga].[In]